2-(2-bromo-3-fluoro-6-hydroxy-5-nitrophenyl)acetaldehyde BrC1=C(C(=C(C=C1F)[N+](=O)[O-])O)CC=O